bisphenol Z-carbonate C(O)(O)=O.C1(=CC=CC=C1)O.C1(=CC=CC=C1)O